NC1=NC=2C=CC(=CC2C2=C1C=NN2C)C(=O)N2C1C(OCC2)CC=2C=C(C=CC21)Br (Rac)-(4-amino-1-methyl-1H-pyrazolo[4,3-c]quinolin-8-yl)(7-bromo-2,3,9,9a-tetrahydroindeno[2,1-b][1,4]oxazin-4(4aH)-yl)methanone